CS(=O)(=O)C1=CC(=C(C=C1)NCC#CC=1N(C=2C=CC=C(C2C1)NC1CCC(CC1)N1CC2(COC2)C1)CC(F)(F)F)C 2-{3-[(4-methanesulfonyl-2-methylphenyl)amino]prop-1-yn-1-yl}-N-[(1R,4R)-4-{2-oxa-6-azaspiro[3.3]heptan-6-yl}cyclohexyl]-1-(2,2,2-trifluoroethyl)-1H-indol-4-amine